2,3-dihydro-2,2-dimethyl-7-benzofuranyl chloroformate ClC(=O)OC1=CC=CC=2CC(OC21)(C)C